cis-2-pentadecene-1,1-dicarboxylic acid C(\C=C/CCCCCCCCCCCC)(C(=O)O)C(=O)O